CC(C)(COP(=O)([O-])OP(=O)([O-])OC[C@@H]1[C@H]([C@H]([C@@H](O1)N2C=NC3=C(N=CN=C32)N)O)OP(=O)([O-])[O-])[C@H](C(=O)NCCC(=O)NCCSC(=O)C[N+](C)(C)C)O The molecule is a triply charged acyl-CoA oxoanion arising from deprotonation of the phosphate and diphosphate OH groups of N,N,N-trimethylglycyl-CoA; major species at pH 7.3. It has a role as a bacterial metabolite. It is a conjugate base of a N,N,N-trimethylglycyl-CoA.